OC1=C(C=C(C=C1)C=CC=O)OC 3-(4-hydroxy-3-methoxyphenyl)prop-2-en-1-one